1-(4-(aminomethyl)pyridin-2-yl)-4-fluoropyrrolidin-3-ol NCC1=CC(=NC=C1)N1CC(C(C1)F)O